FC1=C(C=C(C(=C1)OC1=CC(=CC(=C1)C(F)(F)F)F)F)S(=O)(=O)NC1=NC=NS1 2,5-difluoro-4-(3-fluoro-5-(trifluoromethyl)phenoxy)-N-(1,2,4-thiadiazol-5-yl)benzenesulfonamide